(1,3-Dimethyl-azetidin-3-yl)-(4-phenoxy-phenyl)-phenyl-methanol CN1CC(C1)(C)C(O)(C1=CC=CC=C1)C1=CC=C(C=C1)OC1=CC=CC=C1